N-benzyl-1-[4-(2,6-dibenzyloxy-3-pyridyl)phenyl]-3,3-difluoro-N-methyl-piperidin-4-amine C(C1=CC=CC=C1)N(C1C(CN(CC1)C1=CC=C(C=C1)C=1C(=NC(=CC1)OCC1=CC=CC=C1)OCC1=CC=CC=C1)(F)F)C